2-(4-propylphenyl)acetonitrile C(CC)C1=CC=C(C=C1)CC#N